COC=1C(=CC=C(C(=O)O)C1)OCCC1=CC=CC=C1 5-methoxy-4-(2-phenylethoxy)benzoic Acid